7-fluoro-4,5-dihydro-[1,2,4]triazolo[1,5-a]quinoline-2-carboxylic acid FC=1C=C2CCC=3N(C2=CC1)N=C(N3)C(=O)O